(R)-7-chloro-1-methyl-N-(1-methylpiperidin-3-yl)-1H-imidazo[4,5-d]pyridazine-4-amine ClC=1N=NC(=C2C1N(C=N2)C)N[C@H]2CN(CCC2)C